[N].C(=O)=C(C(/C=C/C=1C=C(OC)C(=CC1)O)=O)C(=O)\C=C\C1=CC=C(O)C(OC)=C1 mono-carbonyl-curcumin nitrogen